[Cl-].C(CCCCCCC)C(CCCCCC[NH+](C)C)CCC 7-octyl-decyl-dimethyl-ammonium chloride